O1CCOC12CCC(CC2)C2=CN=CS2 5-(1,4-dioxaspiro[4.5]decan-8-yl)thiazole